BrC=1C(=C(N2C1C=NC(=C2)C)C#N)NC([O-])=O (8-bromo-6-cyano-3-methyl-pyrrolo[1,2-a]pyrazin-7-yl)carbamate